CC1=CC=C(C(=O)[O-])C=C1 4-methylbenzoate